(RS)-(4-Pyrrolidin-3-yl-phenyl)-carbamic acid-(RS)-1-(4-chloro-phenyl)-2,2,2-trifluoro-ethylester ClC1=CC=C(C=C1)[C@H](C(F)(F)F)OC(NC1=CC=C(C=C1)[C@@H]1CNCC1)=O |r|